2,3-difluoropyrrolidine FC1NCCC1F